sodium (S)-3-(3-(1,6-dimethyl-4-oxido-2-oxo-1,2-dihydropyridin-3-yl)ureido)-3-(6-fluoro-2'-methylbiphenyl-3-yl)propanoate CN1C(C(=C(C=C1C)[O-])NC(N[C@@H](CC(=O)[O-])C=1C=C(C(=CC1)F)C1=C(C=CC=C1)C)=O)=O.[Na+].[Na+]